FC([C@@H]1[C@H](C1)C=1C=2N(N=C(C1)C=1C(NC(NC1)=O)=O)C=C(N2)C#N)F 8-((1S,2S)-2-(difluoromethyl)cyclopropyl)-6-(2,4-dioxo-1,2,3,4-tetrahydropyrimidin-5-yl)imidazo[1,2-b]pyridazine-2-carbonitrile